C(C1=CC(C(=O)N)=CC=C1)(=O)N isophthalic acid-diamide